C(#N)CCNC1=CC=CC=C1 mono-cyanoethyl-aniline